C1(=CC=CC=C1)C=[Hf](C1=C(C(=CC=2C3=CC=CC=C3CC12)C)C)(C1C=CC=C1)=CC1=CC=CC=C1 bis(phenylmethylene)(cyclopentadienyl)(dimethylfluorenyl)hafnium